CS(=O)(=O)OCCCOC1(CC1)C(=O)OCC1=CC=CC=C1 Benzyl 1-(3-((methylsulfonyl)oxy)propoxy)cyclopropane-1-carboxylate